NC1=CC=CC(=N1)S(=O)(=O)NC1=NC(=CC(=N1)OC1CC(CN(C1)C(=O)OC(C)(C)C)C(=O)OC1=C(C(=C(C(=C1F)F)F)F)F)C1=C(C=CC=C1C)C O1-tert-butyl O3-(2,3,4,5,6-pentafluorophenyl) 5-[2-[(6-amino-2-pyridyl)sulfonylamino]-6-(2,6-dimethylphenyl)pyrimidin-4-yl]oxypiperidine-1,3-dicarboxylate